O=C1NC(CCC1N1CC2=CC=C(C(=C2C1=O)C(F)(F)F)C#N)=O 2-(2,6-dioxopiperidin-3-yl)-3-oxo-4-(trifluoromethyl)isoindoline-5-carbonitrile